(3R*,4R*)-3-(hydroxymethyl)-4-methyl-N-(3-((R)-1-(4-methyl-4H-1,2,4-triazol-3-yl)propan-2-yl)phenyl)pyrrolidine-1-carboxamide OC[C@H]1CN(C[C@@H]1C)C(=O)NC1=CC(=CC=C1)[C@@H](CC1=NN=CN1C)C |o1:2,6|